OCCN1CCNCC1 4-(2-hydroxy)ethyl-piperazine